CC1(CC(=NC(=C1)C)NC1=CC2=C(OCO2)C(=C1)C=1CCCN(CC1)C)N 4,6-dimethyl-N2-[7-(1-methyl-2,3,4,7-tetrahydroazepin-5-yl)-1,3-benzodioxol-5-yl]pyridine-2,4-diamine